1-((1R,3R)-3-aminocyclopentyl)-6-chloro-3-methyl-1,3-dihydro-2H-imidazo[4,5-c]pyridin-2-one N[C@H]1C[C@@H](CC1)N1C(N(C=2C=NC(=CC21)Cl)C)=O